methyl (R)-6-((1-(1-(tert-butyl)-3-(4-chloro-3-fluorophenyl)-1H-pyrrolo[2,3-b]pyridine-6-carbonyl)pyrrolidin-3-yl)amino)-2,4-dimethylnicotinate C(C)(C)(C)N1C=C(C=2C1=NC(=CC2)C(=O)N2C[C@@H](CC2)NC2=NC(=C(C(=O)OC)C(=C2)C)C)C2=CC(=C(C=C2)Cl)F